[3-[1-[3-[(3R)-3-benzyloxybutoxy]propyl]imidazol-4-yl]-1-tetrahydropyran-2-yl-indazol-5-yl]oxy-tert-butyl-dimethyl-silane C(C1=CC=CC=C1)O[C@@H](CCOCCCN1C=NC(=C1)C1=NN(C2=CC=C(C=C12)O[Si](C)(C)C(C)(C)C)C1OCCCC1)C